S(=O)(=O)(O)CC1=CC=CC=C1 sulfotoluene